C(C)(C)(C)OC(=O)NCC1=CC=C(C=C1)NC(=O)[C@H]1N2C(N([C@H](C=C1C)C2)O[C@@H](C(=O)[O-])F)=O (R)-2-((2S,5R)-2-(4-((tert-butoxycarbonylamino) methyl) phenyl-carbamoyl)-3-methyl-7-oxo-1,6-diazabicyclo[3.2.1]oct-3-en-6-yloxy)-2-fluoroacetate